5-amino-[1,3]dioxolano[4,5-b]pyridine-6-carbonitrile NC1=C(C=C2C(=N1)OCO2)C#N